ClC1=C2N=CN(C2=NC(=N1)SC)CC1=C(C(=CC=C1F)Cl)F 6-chloro-9-(3-chloro-2,6-difluorobenzyl)-2-(methylthio)-9H-purine